C1(=CC=CC=C1)[Se]C1=C(OC2=CC=CC=C2C1=O)C1=C(C=CC=C1)F 3-phenylseleno-2-(2-fluorophenyl)-4H-chromone